S1C2=C(C=C1)C(CC2)CNC(OCC)=O ethyl (5,6-dihydro-4H-cyclopenta[b]thiophen-4-yl)methylcarbamate